C1[C@@H](O1)COS(=O)(=O)C2=CC=C(C=C2)[N+](=O)[O-] (R)-(-)-4-nitrobenzenesulfonic acid glycidyl ester